C1(CCCCC1)NC(C1=CC=C(C=C1)S(N[C@@H](CN(C)C)C1=CC(=C(C=C1)Cl)Cl)(=O)=O)=O (R)-N-cyclohexyl-4-(N-(1-(3,4-dichlorophenyl)-2-(dimethylamino)ethyl)sulfamoyl)benzamide